C(CC)(=O)OC=1C=CC=C2C=CNC12 1H-indol-7-yl propionate